3-Cyano-2,2-dimethylbutyric acid methyl ester COC(C(C(C)C#N)(C)C)=O